ClCC=1N=C(SC1)C1=CC=C(CN2[C@@H](COCC2)C)C=C1 (R)-4-(4-(4-(chloromethyl)thiazol-2-yl)benzyl)-3-methylmorpholine